6-(2-hydroxy-3-(o-tolyloxy)propionyl)-2-(1-phenylcyclopropyl)-5,6,7,8-tetrahydropyrido[4,3-d]pyrimidin-4(3H)-one OC(C(=O)N1CC2=C(N=C(NC2=O)C2(CC2)C2=CC=CC=C2)CC1)COC1=C(C=CC=C1)C